ClC1=C2C(=NC(=C1)N1[C@@H](COCC1)C)C(=NS2)C2=CC=NN2C2OCCCC2 (3R)-4-{7-chloro-3-[1-(oxan-2-yl)-1H-pyrazol-5-yl]-[1,2]thiazolo[4,5-b]pyridin-5-yl}-3-methylmorpholine